ethyl 2-((5-(((benzyloxy)carbonyl)amino)pentyl)oxy)benzoate C(C1=CC=CC=C1)OC(=O)NCCCCCOC1=C(C(=O)OCC)C=CC=C1